5,6-dimethylheptanoic acid CC(CCCC(=O)O)C(C)C